3,3-Dimethyl-1-(trifluoromethyl)-1,2-benziodoxole CC1(OI(C2=C1C=CC=C2)C(F)(F)F)C